C12(CC3CC(CC(C1)C3)C2)COC(C2=CC(=C(C=C2)N2C(SCC2=O)C2=CC=C(C=C2)F)C)=O 4-[2-(4-Fluoro-phenyl)-4-oxo-thiazolidin-3-yl]-3-methyl-benzoic acid adamantan-1-ylmethyl ester